O=C1NC2(CN(C2)C(=O)OC2=CC=C(C=C2)[N+](=O)[O-])CC1 4-nitrophenyl 6-oxo-2,5-diazaspiro[3.4]octane-2-carboxylate